ClC1=C(CC2=CN(C(N2CC)=O)C(S(=O)(=O)C2=CC=CC=C2)C2=CC3=NC(=CC=C3N2)F)C=CC(=C1)Cl 5-(2,4-dichlorobenzyl)-1-ethyl-3-((5-fluoro-1H-pyrrolo[3,2-b]pyridin-2-yl)(benzenesulfonyl)methyl)-1H-imidazol-2(3H)-one